CN1C=C(C=CC1=O)C=1C=NC=2CCN=CC2C1 3-(1-methyl-6-oxo-1,6-dihydropyridin-3-yl)-7,8-dihydro-1,6-naphthyridin